C1(CC1)N1N=CC(=N1)C(=O)OC methyl 2-cyclopropyltriazole-4-carboxylate